NC1=CC=C(C=N1)/C=C/C(=O)NCC=1OC2=C(C1)C=C(C=C2C2=CC(=C(C=C2)F)Cl)C2=C(C=C(C=C2)C(=O)N2CCC(CC2)(F)F)F (E)-3-(6-aminopyridin-3-yl)-N-((7-(3-chloro-4-fluorophenyl)-5-(4-(4,4-difluoropiperidine-1-carbonyl)-2-fluorophenyl)benzofuran-2-yl)methyl)acrylamide